O1C(C1)CC(O)C1=CC=CC=C1 2-(oxiran-2-yl)-1-phenylethan-1-ol